C(N)(O)=S.S1C(=NC=C1)C1=C(OC=C1)C1=CC=CC=C1 (S)-1,3-thiazolylphenylfuran thiocarbamate